4-chloropyrrolo[2,1-f][1,2,4]triazine ClC1=NC=NN2C1=CC=C2